(3S)-3-({N-[(4-methoxy-1H-indol-2-yl) carbonyl]-L-leucyl}amino)-2-oxo-4-[(3S)-2-oxopyrrolidin-3-yl]butyl 2-(methoxymethyl)-4-methylpyridine-3-carboxylate COCC1=NC=CC(=C1C(=O)OCC([C@H](C[C@H]1C(NCC1)=O)NC([C@@H](NC(=O)C=1NC2=CC=CC(=C2C1)OC)CC(C)C)=O)=O)C